C(C)(C)(C)C1[C@](N(CC[C@@]1(C(=O)O)CC1=NC(=CC(=C1F)C(=C)OCC)NC1=NN(C(=C1)C)C(C)(C)C)C(=O)O)(C)C(C)(C)C di-tert-butyl-(2R,4R)-4-((6-((1-(tert-butyl)-5-methyl-1H-pyrazol-3-yl)amino)-4-(1-ethoxyvinyl)-3-fluoropyridin-2-yl)methyl)-2-methylpiperidine-1,4-dicarboxylic acid